ClC=1N=C(C2=C(N1)C(=C(N=C2)Cl)F)N([C@H]2[C@H](N(CC2)C(=O)OC(C)(C)C)CC)C tert-butyl (2R,3R)-3-((2,7-dichloro-8-fluoropyrido[4,3-d]pyrimidin-4-yl)(methyl)amino)-2-ethylpyrrolidine-1-carboxylate